O1CS(C2=C1C=CC(=C2)N)(=O)=O 1,3-benzoxathiol-5-amine 3,3-dioxide